silicon tetraacetate (triacetyloxysilyl acetate) C(C)(=O)O[Si](OC(C)=O)(OC(C)=O)CC(=O)[O-].C(C)(=O)[O-].C(C)(=O)O.C(C)(=O)[O-].C(C)(=O)[O-].[Si+4]